N-((2S)-1,1-Dicyclopropyl-3-((4-(cyclopropyl(4,4,4-trifluorobutanamido)-methyl)pyridin-2-yl)amino)-3-oxopropan-2-yl)-3-ethylisoxazole-4-carboxamide C1(CC1)C([C@@H](C(=O)NC1=NC=CC(=C1)C(NC(CCC(F)(F)F)=O)C1CC1)NC(=O)C=1C(=NOC1)CC)C1CC1